4-amino-N-methyl-N-((4S)-1-methyl-7-(2-methylpyrimidin-5-yl)isochroman-4-yl)imidazo[1,5-a]quinoxaline-8-carboxamide NC=1C=2N(C3=CC(=CC=C3N1)C(=O)N([C@@H]1COC(C3=CC(=CC=C13)C=1C=NC(=NC1)C)C)C)C=NC2